C(C1CC(C(CC1)N)C(CC)CC)C1CC(C(CC1)N)C(CC)CC 4,4'-methylenebis(2-(3-pentyl)cyclohexylamine)